ethyl 4-amino-6-(trifluoromethyl)nicotinate NC1=CC(=NC=C1C(=O)OCC)C(F)(F)F